C(C)(C)(C)[C@]1(N(C[C@H](C1)O)C(=O)O)C(N(C)C)=O.NC(CC(C)C)C1C([C@@]2(C(C(C1)C2)(C)C)O)(C)O (R)-1-Amino-3-methylbutyl-pinanediol tert-butyl-(2S,4S)-2-(dimethylcarbamoyl)-4-hydroxypyrrolidine-1-carboxylate